phosphorous acid trisEthyl ester C(C)OP(OCC)OCC